N-[1-(benzyl)-4-piperidinyl]-N-[2-(2-pyridinyl)ethyl]-N'-(2-pyridylmethyl)-1,4-xylylenediamine C(C1=CC=CC=C1)N1CCC(CC1)N(CC1=CC=C(C=C1)CNCC1=NC=CC=C1)CCC1=NC=CC=C1